C(C)C1C(NC2=C(O1)N=CC(=C2)CN2CCC(=CC2)C=2C(=NC(=CC2)C(=O)NC)C)=O 1'-((3-Ethyl-2-oxo-2,3-dihydro-1H-pyrido[2,3-b][1,4]oxazin-7-yl)methyl)-N,2-dimethyl-1',2',3',6'-tetrahydro-[3,4'-bipyridine]-6-carboxamide